BrC1=C(C=C2C(=N1)C(CN2C(=O)OC(C)(C)C)(C)C)CC2=CC=C(C=C2)F tert-butyl 5-bromo-6-(4-fluorobenzyl)-3,3-dimethyl-2,3-dihydro-1H-pyrrolo[3,2-b]pyridine-1-carboxylate